((4-(5-(3-cyano-4-isopropyloxyphenyl)-1,2,4-oxadiazol-3-yl)naphthalen-1-yl)methyl)proline C(#N)C=1C=C(C=CC1OC(C)C)C1=NC(=NO1)C1=CC=C(C2=CC=CC=C12)CN1[C@@H](CCC1)C(=O)O